4-bromo-1-(1-(3,5-difluorophenyl)-2-(dimethylamino)ethyl)pyridin BrC1=CCN(C=C1)C(CN(C)C)C1=CC(=CC(=C1)F)F